FC=1C=C(C=2C3=C(N(C2C1)CC1=CC=C(CP(OCC)(OCC)=O)C=C1)C=CC(=N3)C(=C)C)F diethyl (4-((7,9-difluoro-2-(prop-1-en-2-yl)-5H-pyrido[3,2-b]indol-5-yl)methyl)benzyl)phosphonate